C(CCCCCCC=CC)O 8-decen-1-ol